neodymium (1-methylheptyl)((1-methylheptyl)phosphonate) CC(CCCCCC)C(CCCCCC)(C)P([O-])([O-])=O.[Nd+3].CC(CCCCCC)C(CCCCCC)(C)P([O-])([O-])=O.CC(CCCCCC)C(CCCCCC)(C)P([O-])([O-])=O.[Nd+3]